5-(((trans-3-(3-cyclopropyl-4-(5-(4-methylpiperazin-1-yl)pyridin-2-yl)-1H-pyrazol-1-yl)cyclobutyl)methyl)amino)-2-(2,6-dioxopiperidin-3-yl)isoindoline-1,3-dione C1(CC1)C1=NN(C=C1C1=NC=C(C=C1)N1CCN(CC1)C)[C@@H]1C[C@H](C1)CNC=1C=C2C(N(C(C2=CC1)=O)C1C(NC(CC1)=O)=O)=O